8-(3-methoxy-1H-pyrazolo[3,4-b]pyrazin-6-yl)-2-(2-methyl-6-(trifluoromethyl)pyrimidin-4-yl)-2,8-diazaspiro[4.5]decane COC1=NNC2=NC(=CN=C21)N2CCC1(CCN(C1)C1=NC(=NC(=C1)C(F)(F)F)C)CC2